P(SC(CCCCC)(CCCCC)C=1SC=CC1)([O-])[O-] thiophenyl-(n-pentyl-n-hexyl) thiophosphite